5-acetyl-2-((2-aminoethoxy)methyl)-4-(7-bromobenzo[b]thiophen-3-yl)-6-methyl-1,4-dihydropyridine-3-carboxylic acid methyl ester COC(=O)C1=C(NC(=C(C1C=1C2=C(SC1)C(=CC=C2)Br)C(C)=O)C)COCCN